ClC1=CC=C(C(=N1)C(=O)O)N[C@H](C)C1=C2N=C(C(=NC2=CC(=C1)C)C#N)N1C(CCC1)C1COCCC1(C)O 6-chloro-3-(((1R)-1-(2-cyano-3-(2-(4-hydroxy-4-methyltetrahydro-2H-pyran-3-yl)pyrrolidin-1-yl)-7-methylquinoxalin-5-yl)ethyl)amino)picolinic acid